4-tertbutyl-phenol C(C)(C)(C)C1=CC=C(C=C1)O